C(C1CO1)OC1=CC=C(OC2=CC=C(C=C2)OC2=CC=C(C=C2)OCC2CO2)C=C1 1,4-bis(4-glycidoxyphenoxy)benzene